ClC1=CC(=C2C(=N1)N(C(=N2)C)C=2C=NN(C2)C(F)F)N 5-Chloro-3-(1-(difluoromethyl)-1H-pyrazol-4-yl)-2-methyl-3H-imidazo[4,5-b]pyridin-7-amine